C(C1=CC=CC=C1)N1[C@H]2CC(C[C@@H]1CC2)NC(=O)C2=CC=C1C=CN(C1=C2)C2=CC=NC=C2 N-((1R,3s,5S)-8-benzyl-8-azabicyclo[3.2.1]octan-3-yl)-1-(pyridin-4-yl)-1H-indole-6-carboxamide